C(CCCCCCCCC\C=C/CCCCCCCC)(=O)[O-].[Mn+2].C(CCCCCCCCC\C=C/CCCCCCCC)(=O)[O-] manganese gondoate